1-(4-(3,4-dichlorophenyl)-8-methoxyisochroman-1-yl)-N-methyl-methylamine ClC=1C=C(C=CC1Cl)C1COC(C2=C(C=CC=C12)OC)CNC